benzyl (3S)-3-(2-hydroxyethyl)-3,4-dihydroisoquinoline-2(1H)-carboxylate OCC[C@H]1N(CC2=CC=CC=C2C1)C(=O)OCC1=CC=CC=C1